C1(CC1)C1=CC(=CC(=N1)C=1OC2=C(N1)C=C(C=C2OC)CO)C2=C(C=C(C=C2)F)C2=NN=CN2C (2-{6-cyclopropyl-4-[4-fluoro-2-(4-methyl-1,2,4-triazol-3-yl)phenyl]Pyridin-2-yl}-7-methoxy-1,3-benzooxazol-5-yl)methanol